C(C)(C)N1N=CC=C1C1=CC=CC(=N1)NC(=O)C1=NC2=C(N1)C=CC=C2 N-(6-(1-isopropyl-1H-pyrazol-5-yl)pyridin-2-yl)-1H-benzo[d]imidazole-2-carboxamide